(2-Bromo-7-(pyrrolidin-1-yl)pyrazolo[1,5-a]pyrimidin-5-yl)((1R)-4-fluoro-1-methyl-3,4-dihydroisoquinolin-2(1H)-yl)methanone BrC1=NN2C(N=C(C=C2N2CCCC2)C(=O)N2[C@@H](C3=CC=CC=C3C(C2)F)C)=C1